C(C1=CC=CC=C1)OC(=O)C=1N(C=C(C1)C1=CC(=CC=C1)[C@@H](C)NC(C1=C(C=CC(=C1)N1CCN(CC1)C)C)=O)C 1-methyl-4-[3-[(1R)-1-[[2-methyl-5-(4-methylpiperazin-1-yl)benzoyl]amino]ethyl]phenyl]pyrrole-2-carboxylic acid benzyl ester